prenylzinc chloride [Cl-].C(C=C(C)C)[Zn+]